5-[(1R)-1-(3,5-Dichloro-4-pyridyl)ethoxy]-3-iodo-1-tetrahydropyran-2-yl-indazole ClC=1C=NC=C(C1[C@@H](C)OC=1C=C2C(=NN(C2=CC1)C1OCCCC1)I)Cl